C(CCCCCCC)SCC1(CC(=CC=C1O)CSCCCCCCCC)C 2,4-bis(n-octylthiomethyl)-o-cresol